FC1=CC=C(C=C1)C#CC=1C=C(C(=O)O)C=CC1S(=O)(=O)CC1=CC=C(C=C1)[N+](=O)[O-] 3-((4-fluorophenyl)ethynyl)-4-((4-nitrobenzyl)sulfonyl)benzoic acid